tert-Butyl (trans-4-((3-(2-cyclopropylthiazol-5-yl)phenyl)((trans-4-(4-methoxy-3-methylphenyl)cyclohexyl)methyl)carbamoyl)cyclohexyl)carbamate C1(CC1)C=1SC(=CN1)C=1C=C(C=CC1)N(C(=O)[C@@H]1CC[C@H](CC1)NC(OC(C)(C)C)=O)C[C@@H]1CC[C@H](CC1)C1=CC(=C(C=C1)OC)C